ClC1=CC=C(C=C1)S(=O)(=O)N[C@H]1CN(CC1)C=1C=2N(N=C(C1)C)C(=C(N2)C)C2=CC(=C(C=C2)OC)OC (R)-4-chloro-N-(1-(3-(3,4-dimethoxyphenyl)-2,6-dimethylimidazo[1,2-b]pyridazin-8-yl)pyrrolidin-3-yl)benzenesulfonamide